sodium 1,2-dioleoyl-sn-glycero-3-phosphate C(CCCCCCC\C=C/CCCCCCCC)(=O)OC[C@@H](OC(CCCCCCC\C=C/CCCCCCCC)=O)COP(=O)(O)O.[Na]